C(C)(C)(C)C1=CC2=C(OP(OC3=C(C2)C=C(C=C3C(C)(C)C)C(C)(C)C)OCCCC3=CC(=C(C(=C3)C(C)(C)C)O)C(C)(C)C)C(=C1)C(C)(C)C 2,4,8,10-tetra-t-butyl-6-[3-(3,5-di-t-butyl-4-hydroxyphenyl)propoxy]-12H-dibenzo[d,g][1,3,2]dioxaphosphocin